C(#N)CNC(C1=CC=C(C=C1)C1=NC(=NC=C1)NC=1C=NC(=CC1)N1CCOCC1)=O N-(cyanomethyl)-4-(2-(6-morpholinopyridin-3-ylamino)pyrimidin-4-yl)benzamide